C(C)N(C(C(C)C)=O)CC N,N-diethylisobutyramide